ClC=1C=C(C=CC1Cl)C=1N=C(SC1C)C=1C(OC2=CC(=CC=C2C1)O)=O 3-[4-(3,4-Dichloro-phenyl)-5-methyl-thiazol-2-yl]-7-hydroxy-chromen-2-one